((1R,5S)-3,8-diazabicyclo[3.2.1]oct-3-yl)-7-(3-chloro-5-hydroxy-2-(trifluoromethyl)phenyl)-8-fluoro-2-(((R)-tetrahydrofurane-2-yl)methoxy)-quinazoline-6-carbonitrile trifluoroacetate FC(C(=O)O)(F)F.[C@H]12CN(C[C@H](CC1)N2)C2=NC(=NC1=C(C(=C(C=C21)C#N)C2=C(C(=CC(=C2)O)Cl)C(F)(F)F)F)OC[C@@H]2OCCC2